(S)-2-(6-methoxy-2-naphthyl)propionic acid COC=1C=C2C=CC(=CC2=CC1)[C@@H](C(=O)O)C